2-[1-(phenylimino)ethyl]pyridine C1(=CC=CC=C1)N=C(C)C1=NC=CC=C1